2-[2-[2-[2-[2-[2-[[2-(2,6-dioxo-3-piperidyl)-1,3-dioxo-isoindolin-4-yl]amino]ethoxy]ethoxy]ethoxy]ethoxy]ethoxy]ethyl 4-methylbenzenesulfonate CC1=CC=C(C=C1)S(=O)(=O)OCCOCCOCCOCCOCCOCCNC1=C2C(N(C(C2=CC=C1)=O)C1C(NC(CC1)=O)=O)=O